cyclopropyl(3-fluoro-4-(((1',2',3',6'-tetrahydro-[2,4'-bipyridin]-6-yl)oxy)-methyl)phenyl)methanone C1(CC1)C(=O)C1=CC(=C(C=C1)COC1=CC=CC(=N1)C=1CCNCC1)F